C(C)OC(=O)C1=C(C=C(C=C1)NC(CN1CCN(CC1)C1=C(C=C2C(C(=CN(C2=N1)CC)C(=O)O)=O)F)=O)O 7-(4-(2-((4-(Ethoxycarbonyl)-3-hydroxyphenyl)amino)-2-oxoethyl)piperazin-1-yl)-1-ethyl-6-fluoro-4-oxo-1,4-dihydro-1,8-naphthyridine-3-carboxylic acid